2-(2-Chlorophenyl)-N-[4-(4-cyano-1H-pyrazol-1-yl)-3-sulfamoylphenyl]acetamide ClC1=C(C=CC=C1)CC(=O)NC1=CC(=C(C=C1)N1N=CC(=C1)C#N)S(N)(=O)=O